BrC1=C(C=C2C(N(C=NC2=C1)CCC[C@H]1N(C(OC1)(C)C)C(=O)OCC1=CC=CC=C1)=O)F Benzyl (4R)-4-[3-(7-bromo-6-fluoro-4-oxo-quinazolin-3-yl)propyl]-2,2-dimethyl-oxazolidine-3-carboxylate